FC1(C(N(C2=C(O1)C=C(C(=C2)C2=C(C(=C(C(=C2F)F)F)F)F)F)CC(=O)N2[C@@H](CCCC2)C(=O)O)=O)F (S)-1-(2-(2,2,7-trifluoro-3-oxo-6-(perfluorophenyl)-2,3-dihydro-4H-benzo[b][1,4]oxazin-4-yl)acetyl)piperidine-2-carboxylic acid